C1(CC1)C1=C(C=C(C=O)C=C1)OC 4-cyclopropyl-3-methoxybenzaldehyde